[PH2]([O-])=O.[PH2]([O-])=O.[Al+2] aluminum diphosphinate